ClC1=CC=C(C=C1)C=1N=CN(C1C1=CC=NC=C1)CC(=O)N1[C@H]2CN([C@@H](C1)C2)C 2-[4-(4-chlorophenyl)-5-(pyridin-4-yl)-1H-imidazol-1-yl]-1-[(1R,4R)-5-methyl-2,5-diazabicyclo[2.2.1]heptan-2-yl]ethan-1-one